(2-ACETYL-1-OXOISOINDOLIN-5-YL)BORONIC ACID C(C)(=O)N1C(C2=CC=C(C=C2C1)B(O)O)=O